[Cl-].C(CCCCCCC)[NH+]1CC(CCC1)CC 1-octyl-3-ethylpiperidinium chloride